1-[3-(2-methoxyethoxy)-4-phenoxyphenyl]-3-(5-methylthiophene-2-yl)-1,3,5-triazine-2,4,6-trione COCCOC=1C=C(C=CC1OC1=CC=CC=C1)N1C(N(C(NC1=O)=O)C=1SC(=CC1)C)=O